5-fluoro-7-(hydroxymethyl)-2-[(oxetan-4-ylsulfanyl)methyl]-3H-quinazolin-4-one FC1=C2C(NC(=NC2=CC(=C1)CO)CSC1CCO1)=O